N,N-Didecyl-8-((8-(Dioctylamino)-8-Oxooctyl)(Methyl)Amino)Octanamide C(CCCCCCCCC)N(C(CCCCCCCN(C)CCCCCCCC(=O)N(CCCCCCCC)CCCCCCCC)=O)CCCCCCCCCC